COC=1C=C(CCN)C=C(C1OCCC)OC 3,5-dimethoxy-4-n-propoxyphenethylamine